CNC1=CC(=NC=2N1N=CC2C(=O)N)NC=2C(N(C=CC2)C2=C(N=CO2)C)=O 7-(methylamino)-5-((1-(4-methyloxazol-5-yl)-2-oxo-1,2-dihydropyridin-3-yl)amino)pyrazolo[1,5-a]pyrimidine-3-carboxamide